6-(7-chloro-5-(trifluoromethyl)-2,3-dihydrobenzofuran-2-yl)picolinonitrile ClC1=CC(=CC=2CC(OC21)C2=CC=CC(=N2)C#N)C(F)(F)F